1-(4-(((tert-Butoxycarbonyl)amino)methyl)-1-oxo-1,2-dihydro-phthalazin-6-yl)cyclopropane-1-carboxylic acid C(C)(C)(C)OC(=O)NCC1=NNC(C2=CC=C(C=C12)C1(CC1)C(=O)O)=O